OC1=C(CO)C=C(C=C1I)I 2-hydroxy-3,5-diiodobenzylalcohol